C[C@@H](C(C)C)N1N=CC(=C1C)C(=O)N(C1=CN=NC=C1)CC 1-[(1S)-1,2-dimethylpropyl]-N-ethyl-5-methyl-N-pyridazin-4-yl-1H-pyrazole-4-carboxamide